COCC(C(C)C)SC(CC=O)(CCC=C(C)C)C 3-[1-(Methoxymethyl)-2-methyl-propyl]sulfanyl-3,7-dimethyl-oct-6-enal